2-((6-(6-(4-(azetidin-3-ylamino)piperidin-1-yl)pyridin-3-yl)-2-ethylimidazo[1,2-a]pyridin-3-yl)(methyl)amino)-4-(4-fluorophenyl)thiazole-5-carbonitrile hydrochloride Cl.N1CC(C1)NC1CCN(CC1)C1=CC=C(C=N1)C=1C=CC=2N(C1)C(=C(N2)CC)N(C=2SC(=C(N2)C2=CC=C(C=C2)F)C#N)C